CC1=C(C=C(C=C1)CC(=O)O)CCN[C@@H]([C@H]1CNC2=C(N1)N=CC=C2)C2=CC=CC=C2 2-[4-methyl-3-[2-[[(R)-phenyl-[(3R)-1,2,3,4-tetrahydropyrido[2,3-b]pyrazin-3-yl]methyl]amino]ethyl]phenyl]acetic acid